OCCCCC1=CNC2=CC=CC=C12 3-(4-hydroxybutyl)-1H-indole